BrC1=C(C=2C=3C(=C(C(=C(C3NC2C(=C1[2H])[2H])[2H])[2H])[2H])[2H])[2H] 6-bromo-9H-carbazole-1,2,3,4,5,7,8-d7